CC=1C=NC=CC1C1=NNC=C1 3-(3-methylpyridin-4-yl)-1H-pyrazol